CC1=CC=C(C=C1)N1C=CC2=CC=CC=C12 1-(4-methylphenyl)-1H-indole